3-hydroxycyclobutyl benzoate C(C1=CC=CC=C1)(=O)OC1CC(C1)O